CC1(C(N(C2=CC=CC=C12)C=1C=NC=C(C1)CC1=NNC(C2=CC=CC=C12)=O)=O)NC(=O)C1CC1 N-(3-methyl-2-oxo-1-(5-((4-oxo-3,4-dihydrophthalazin-1-yl)methyl)pyridin-3-yl)indolin-3-yl)cyclopropanecarboxamide